2-(4-(t-butyl)benzoyl)hydrazine C(C)(C)(C)C1=CC=C(C(=O)NN)C=C1